C(C)(C)(C)C=1C=C(CN2CN(CN(C2)CC2=CC(=C(C(=C2)C(C)(C)C)O)C(C)(C)C)CC2=CC(=C(C(=C2)C(C)(C)C)O)C(C)(C)C)C=C(C1O)C(C)(C)C 1,3,5-tris(3',5'-di-t-Butyl-4-hydroxybenzyl)-S-triazine